C(C(C)CCC[C@@H](C)[C@H]1CC[C@H]2[C@@H]3CCC4CCCC[C@]4(C)[C@H]3CC[C@]12C)O cholestanyl alcohol